FC=1C=NNC1C 4-fluoro-5-methyl-1H-pyrazol